2-[dimethyl(2-naphthylmethyl)silyl]ethyl carbonate C(OCC[Si](CC1=CC2=CC=CC=C2C=C1)(C)C)([O-])=O